5-[(2S,6R)-2-[[4-[6-[[(3S,4R)-4-fluoropyrrolidin-3-yl]amino]-2-pyridyl]piperazin-1-yl]methyl]-6-methyl-morpholin-4-yl]quinoline-8-carbonitrile F[C@H]1[C@H](CNC1)NC1=CC=CC(=N1)N1CCN(CC1)C[C@H]1CN(C[C@H](O1)C)C1=C2C=CC=NC2=C(C=C1)C#N